CCCCCCCCCCCCCCCCCCCCCCCC(=O)N[C@@H](CO)[C@@H](/C=C/CCCCCCCCCCCC)O The molecule is a ceramide that is the N-tetracosanoyl derivative of C17-sphingosine. It is a N-acylheptadecasphingosine, a Cer(d41:1) and a N-(very-long-chain fatty acyl)-sphingoid base. It derives from a C17 sphingosine(1+) and a tetracosanoic acid.